C(CCC(=O)[O-])(=O)OCCCCCCCCCCCCCCCCCC.[NH4+] Ammonium octadecyl succinate